Cl.C(C)(C)C1=CN=C2N1N=C(C=C2NCC2=C(C=CC=C2)OC(F)(F)F)NC[C@@H]2CNCCO2 (S)-3-isopropyl-N6-(morpholin-2-ylmethyl)-N8-(2-(trifluoromethoxy)benzyl)imidazo[1,2-b]pyridazine-6,8-diamine hydrochloride